4-(5-chloro-2-methoxy-phenyl)-N-[6-(4-cyanocyclohex-1-en-1-yl)thiazolo[4,5-b]pyrazin-2-yl]-6-methyl-pyridine-3-carboxamide ClC=1C=CC(=C(C1)C1=C(C=NC(=C1)C)C(=O)NC=1SC=2C(=NC=C(N2)C2=CCC(CC2)C#N)N1)OC